ClC1=C(C=C(C=C1)C)CC(=O)NC1=CC(=C(C=C1)OC1=CC(=CC=C1)Cl)S(N)(=O)=O 2-(2-chloro-5-methylphenyl)-N-[4-(3-chlorophenoxy)-3-sulfamoylphenyl]acetamide